[6-(3-cyclopropyl-1,2,4-triazol-1-yl)-2-azaspiro[3.3]heptan-2-yl]-[6-[2-fluoro-4-(trifluoromethyl)benzyl]-2,6-diazaspiro[3.3]heptan-2-yl]methanone C1(CC1)C1=NN(C=N1)C1CC2(CN(C2)C(=O)N2CC3(C2)CN(C3)CC3=C(C=C(C=C3)C(F)(F)F)F)C1